C(C1=CC=CC=C1)C1=NC(=NN1)C(=O)N[C@@H]1C(N(C2=C(OC1)C=CC(=C2)N2CCC1(CCCN(C1=O)CC1=CC=CC=C1)CC2)C)=O (S)-5-benzyl-N-(7-(2-benzyl-1-oxo-2,9-diazaspiro[5.5]undec-9-yl)-5-methyl-4-oxo-2,3,4,5-tetrahydrobenzo[b][1,4]oxaazepin-3-yl)-1H-1,2,4-triazole-3-carboxamide